4-((3-morpholinopropyl)amino)-3-((trifluoromethyl)sulfonyl)benzenesulfonamide O1CCN(CC1)CCCNC1=C(C=C(C=C1)S(=O)(=O)N)S(=O)(=O)C(F)(F)F